C1(=CC(=CC=C1)N(C=1C=CC=2C(=C3N(C4=CC=CC=C4C3=CC2)C2=CC=CC=C2)C1)C1=CC=C(C=C1)C1=CC2=CC=CC=C2C=C1)C1=CC=CC=C1 N-([1,1'-biphenyl]-3-yl)-N-(4-(naphthalen-2-yl)phenyl)-11-phenyl-11H-benzo[a]carbazol-2-amine